ClC1=NC=CC=2N1N=C(N2)C2=CC(=CC=C2)SC(F)(F)F 5-chloro-2-[3-(trifluoromethylsulfanyl)phenyl]-[1,2,4]triazolo[1,5-c]pyrimidine